C1CCN2CCCCC12 Indolizidine